2-chlorobutane ClC(C)CC